ClC=1C=C(C(=C(C=NC(C(=O)O)C(C)C)C1)O)O 2-(5-chloro-2,3-dihydroxybenzylidene-amino)-3-methyl-butanoic acid